(2S)-3-[(5-amino-2-chloropyridin-4-yl)oxy]-2-[(tert-butoxycarbonyl)amino]propanoic acid NC=1C(=CC(=NC1)Cl)OC[C@@H](C(=O)O)NC(=O)OC(C)(C)C